C(C1=CC=CC=C1)N1C=[NH+]C=C1 1-benzyl-imidazolium